N-(2-Amino-4-((4-(trifluoromethyl)benzyl)amino)phenyl)-7,8-difluorooctanamid NC1=C(C=CC(=C1)NCC1=CC=C(C=C1)C(F)(F)F)NC(CCCCCC(CF)F)=O